2-(3,6-dichloropyridazin-4-yl)-3,4-dihydro-1H-isoquinoline ClC=1N=NC(=CC1N1CC2=CC=CC=C2CC1)Cl